4-beta-hydroxyethyl-oxychalcone OCCOC1=CC=C(C=C1)\C=C\C(=O)C1=CC=CC=C1